C1(CC1)C=1C=C(C=C(C1)OCC1CCOCC1)C=O (3-cyclopropyl-5-((tetrahydro-2H-pyran-4-yl)methoxy)phenyl)methanone